(3-Cyclopropyl-3-hydroxycyclobutyl)carbamic acid tert-butyl ester C(C)(C)(C)OC(NC1CC(C1)(O)C1CC1)=O